ClC1=CC(=C(C=C1)C1=NC(=CC2=C1N=C(N(C2=O)C)C)N2C[C@@H](OCC2)C=2C=NN(C2)C2CC2)F 8-(4-chloro-2-fluoro-phenyl)-6-[(2S)-2-(1-cyclopropylpyrazol-4-yl)morpholin-4-yl]-2,3-dimethyl-pyrido[3,4-d]pyrimidin-4-one